2-iodo-aniline IC1=C(N)C=CC=C1